FC=1C(=CC=2C3=C(NC(C2C1)=O)COC[C@H]3N(C(C3=CN=C(C(=C3)F)C(F)(F)F)=O)C)F (S)-N-(8,9-difluoro-6-oxo-1,4,5,6-tetrahydro-2H-pyrano[3,4-c]isoquinolin-1-yl)-5-fluoro-N-methyl-6-(trifluoromethyl)nicotinamide